C(C)(C)(C)OC(=O)N1[C@H]2CC(C[C@@H]1CC2)=O (1r,5s)-3-oxo-8-azabicyclo[3.2.1]octane-8-carboxylic acid tert-butyl ester